N-Hydroxy-L-valine ON[C@@H](C(C)C)C(=O)O